5-Chloro-2-[5-[5-chloro-3-(4-sulfobutyl)-3H-benzothiazol-2-ylidene]-3-phenyl-penta-1,3-dienyl]-3-(4-sulfobutyl)-benzothiazol-3-ium hydroxide [OH-].ClC=1C=CC2=C([N+](=C(S2)C=CC(=CC=C2SC3=C(N2CCCCS(=O)(=O)O)C=C(C=C3)Cl)C3=CC=CC=C3)CCCCS(=O)(=O)O)C1